ClC=1N=C(NC1)C1=CC=C(C(=O)OC)C=C1 methyl 4-(4-chloro-1H-imidazol-2-yl)benzoate